C(C)OC1=NC=CC(=C1)C1=CC2=C(N=C(S2)N)C=C1 6-(2-ethoxypyridin-4-yl)benzo[d]thiazol-2-amine